5-(cyclopenten-1-yl)-N-[4-(6,7-dimethoxy-quinolin-4-yl)oxyphenyl]-4-hydroxy-6-methylpyridine-3-carboxamide cis-benzyl-(1-(tert-butyl)-3-(3-hydroxycyclopentyl)-1H-pyrazol-5-yl)carbamate C(C1=CC=CC=C1)N(C(O)=O)C1=CC(=NN1C(C)(C)C)[C@@H]1C[C@@H](CC1)O.C1(=CCCC1)C=1C(=C(C=NC1C)C(=O)NC1=CC=C(C=C1)OC1=CC=NC2=CC(=C(C=C12)OC)OC)O